C1(=CC=CC=C1)N1C(C2=CC=CC=C2C1=O)=O 2-phenyl-isoindoline-1,3-dione